(2S,3R,4R,5R)-4-[[4-cyclopropyl-3-(3,4-difluoro-2-methoxy-phenyl)-5-methyl-5-(trifluoromethyl)tetrahydrofuran-2-carbonyl]amino]pyridine-2-carboxamide C1(CC1)[C@@H]1[C@@H]([C@H](O[C@]1(C(F)(F)F)C)C(=O)NC1=CC(=NC=C1)C(=O)N)C1=C(C(=C(C=C1)F)F)OC